3,6-DIFLUOROPYRAZINE-2-CARBONITRILE FC=1C(=NC(=CN1)F)C#N